1-(tert-butyl) 3-methyl (5R)-3-((6-(bis(tert-butoxycarbonyl)amino)-4-(trifluoromethyl)pyridazin-3-yl)methyl)-2-oxo-5-(trifluoromethyl)piperidine-1,3-dicarboxylate C(C)(C)(C)OC(=O)N(C1=CC(=C(N=N1)CC1(C(N(C[C@@H](C1)C(F)(F)F)C(=O)OC(C)(C)C)=O)C(=O)OC)C(F)(F)F)C(=O)OC(C)(C)C